fluorovinyl methyl ether COC=CF